sodium (3,3-difluoro-2-hydroxy-2-methyl-propionyl) oxide FC(C(C(=O)OC(C(C(F)F)(O)C)=O)(C)O)F.[Na]